2,6-Difluoro-3-(6-(1-methoxy-3-azabicyclo[3.1.1]heptan-3-yl)-1-methyl-1H-pyrazolo[4,3-c]pyridin-3-yl)-5-(trifluoromethyl)phenol FC1=C(C(=C(C=C1C1=NN(C2=C1C=NC(=C2)N2CC1(CC(C2)C1)OC)C)C(F)(F)F)F)O